2-(5-methyl-1,2,4-Oxadiazol-3-yl)propan-2-amine CC1=NC(=NO1)C(C)(C)N